BrC=1C=CC(=C(C1)B(O)O)OC(F)(F)F (5-bromo-2-(trifluoromethoxy)phenyl)boronic acid